FC1=C(OC2=C3C(=NC=C2)NC=C3C=3C=CC(=C(C#N)C3)OC(F)(F)F)C(=CC(=C1)NC=1OC[C@@](CN1)(C(C)C)CO)F |r| (+/-)-5-[4-(2,6-difluoro-4-{[5-(hydroxymethyl)-5-(propan-2-yl)-5,6-dihydro-4H-1,3-oxazin-2-yl]amino}phenoxy)-1H-pyrrolo[2,3-b]pyridin-3-yl]-2-(trifluoromethoxy)benzonitrile